OCCOCCN(CCCCCCCC(=O)N(CCCCCCCCCC)CCCCCCCCCC)CCCCCCCC(=O)N(CCCCCCCCCC)CCCCCCCCCC 8,8'-((2-(2-Hydroxyethoxy)Ethyl)Azanediyl)Bis(N,N-Didecyloctanamide)